spiro[cyclopropane-1,2'-pyrido[3,2-b][1,4]oxazepine]-4'(5'H)-one O1C2=C(NC(CC13CC3)=O)N=CC=C2